(4-(4-(8-(4,4-difluoropiperidin-1-yl)quinolin-6-yl)-1H-1,2,3-triazol-1-yl)-3-(6-azaspiro[2.5]oct-6-yl)phenyl)-1-hydroxy-2-methylpropane-2-sulfonamide FC1(CCN(CC1)C=1C=C(C=C2C=CC=NC12)C=1N=NN(C1)C1=C(C=C(C=C1)C(C(C)(S(=O)(=O)N)C)O)N1CCC2(CC2)CC1)F